C(C)(C)(C)OC(=O)N1C(C2=C(C=CC(=C2C1)Cl)NC1=NC(=C(C=C1)C1COCC1)CN(C)C)=O 4-chloro-7-((6-((dimethylamino)methyl)-5-(tetrahydrofuran-3-yl)pyridin-2-yl)amino)-1-oxoisoindoline-2-carboxylic acid tert-butyl ester